ClC1=CC=C2C(=N1)C(=NN2C2OCCCC2)OC(C)C chloro-3-isopropoxy-1-(tetrahydro-2H-pyran-2-yl)-1H-pyrazolo[4,3-b]pyridine